C(CC#CCCCC)=O 3-OCTYNAL